C1=C(C=CC2=CC=CC=C12)N(N)C(C(N)=CC1=C(C(=C(C(=C1)Br)O)Br)O)=O N-2-Naphthalenyl-2-[(3,5-dibromo-2,4-dihydroxyphenyl)methylene]glycine hydrazide